BrN1C2(N3C(=C(C=CC3=O)C)C1=O)CCC1(CC2)CNC1 bromo-8''-methyl-2''H-dispiro[azetidine-3,1'-cyclohexane-4',3''-imidazo[1,5-a]pyridine]-1'',5''-dione